O1C(=CC=C1)CC(=O)Cl 2-(furan-2-yl)acetyl chloride